C1(=CC=C(C=C1)S(=O)(=O)C#N)C p-tolylsulfonyl cyanide